ClC=1C(=C(C=CC1)O)CCCCCCCCCCCCCCC chloro-pentadecyl-phenol